O1CCC(=CC1)C1=CC=CC=2N1N=C(N2)N 5-(3,6-dihydro-2H-pyran-4-yl)-[1,2,4]triazolo[1,5-a]pyridin-2-amine